CS(=O)(=NC1C(NCCC1)C)C dimethyl-((2-methylpiperidin-3-yl)imino)-λ6-Sulfanone